(1H-benzo[d]imidazol-4-yl)boronic acid N1C=NC2=C1C=CC=C2B(O)O